C(C)(C)(C)OC(=O)N1C(CC1)S mercaptoazetidine-1-carboxylic acid tert-butyl ester